6-biquinolyl-diol N1=C(C=C(C2=CC(=CC=C12)O)O)C1=NC2=CC=CC=C2C=C1